C(C)(C)=NOCCOC([C@@H](C)OC1=CC=C(C=C1)O)=O (R)-2-(4-hydroxy-phenoxy)-propionic acid 2-isopropylideneaminooxy-ethyl ester